(R)-1-(4-Benzyl-2-thioxothiazolidin-3-yl)propan-1-one C(C1=CC=CC=C1)[C@H]1N(C(SC1)=S)C(CC)=O